O.[K+].P(=O)(OC(C)(C)C)(OC(C)(C)C)[O-] di-tertiary butyl phosphate potassium salt monohydrate